4-(5-(2-chloro-5-(trifluoromethyl)phenyl)-1,3,4-oxadiazol-2-yl)benzoic acid ClC1=C(C=C(C=C1)C(F)(F)F)C1=NN=C(O1)C1=CC=C(C(=O)O)C=C1